C(C)(C)(C)OC(=O)N1C2(CC2)CN(CC1)C=1C=NC(=CC1OC)N1C(=CC=C1C)C 7-[6-(2,5-dimethyl-1H-pyrrol-1-yl)-4-methoxypyridin-3-yl]-4,7-diazaspiro[2.5]octane-4-carboxylic acid tert-butyl ester